2-(1-methyl-pyrrolidin-3-yl)-acetamide CN1CC(CC1)CC(=O)N